ClC1=C(C=C(C=C1)C1(CN(C1)C(=O)OCC1=CC=CC=C1)O)F benzyl 3-(4-chloro-3-fluoro-phenyl)-3-hydroxy-azetidine-1-carboxylate